(S)-oxabutan-2-ylmethylamine O[C@@H](CC)NC